O.C(CC(O)(C(=O)O)CC(=O)O)(=O)O.CN1N=CC=C1C1CCN(CC1)C1CC2(C1)CN(CC2)C(=O)OCC Ethyl cis-2-[4-(1-methyl-1H-pyrazol-5-yl) piperidin-1-yl]-6-azaspiro[3.4]octane-6-carboxylate citrate monohydrate